C(CC)C=1N(C(=C(N1)C)C)C=C 2-propyl-4,5-dimethyl-1-vinylimidazole